1-palmitoyl-2-cis-9,10-methylenehexadecanoyl-sn-glycero-3-phosphoethanolamine C(CCCCCCCCCCCCCCC)(=O)C(C(CCCCCCC1C(CCCCCC)C1)C(OP(OC[C@@H](CO)O)(=O)O)CN)=O